ClC1=C2C=C(NC2=CC(=C1Cl)F)C(=O)N1CC(NCC1)=O 4-(4,5-dichloro-6-fluoro-1H-indole-2-carbonyl)piperazin-2-one